C(C)N1NC(C=2C1=NC(=CC2)NC2=NC=C(C(=N2)N[C@H](CO)C2=CC=CC=C2)C=2OC(=NN2)C)=O (S)-1-ethyl-6-((4-((2-hydroxy-1-phenylethyl)amino)-5-(5-methyl-1,3,4-oxadiazol-2-yl)pyrimidin-2-yl)amino)-1,2-dihydro-3H-pyrazolo[3,4-b]pyridin-3-one